(dibenzothiophenyl)(diphenyltriazinyl)(dimethylfluorenyl)benzene C1(=CC=CC=2SC3=C(C21)C=CC=C3)C=3C(=C(C=CC3)C3=C(C(=CC=2C1=CC=CC=C1CC32)C)C)C3=NN=NC(=C3C3=CC=CC=C3)C3=CC=CC=C3